(2S,4S)-N-(2-(3-(but-3-yn-1-yl)-3H-diazepin-3-yl)ethyl)-2-((S)-2-(2-hydroxyphenyl)-4,5-dihydrothiazol-4-yl)-3-methylthiazolidine-4-carboxamide C(CC#C)C1(N=NC=CC=C1)CCNC(=O)[C@@H]1N([C@@H](SC1)[C@H]1N=C(SC1)C1=C(C=CC=C1)O)C